C12(CC(C1)C2)NC(=O)NC(C)C2=CC(=CC=C2)C(F)(F)F 1-Bicyclo[1.1.1]pent-1-yl-3-[1-(3-trifluoromethyl-phenyl)-ethyl]-urea